(1S,3S)-3-((2-cyclopropyl-6-(1-methyl-5-(((methyl((S)-2-methylbutyl)carbamoyl)oxy)methyl)-1H-1,2,3-triazol-4-yl)pyridin-3-yl)oxy)cyclohexane-1-Formic acid C1(CC1)C1=NC(=CC=C1O[C@@H]1C[C@H](CCC1)C(=O)O)C=1N=NN(C1COC(N(C[C@H](CC)C)C)=O)C